4-((6-(5-(((cyclohexyloxy)carbonyl)amino)-6-methylpyridin-3-yl)benzo[d]thiazol-2-yl)amino)-4-oxobutanoic acid C1(CCCCC1)OC(=O)NC=1C=C(C=NC1C)C1=CC2=C(N=C(S2)NC(CCC(=O)O)=O)C=C1